FC1([C@@H](CN(C1)C1COC1)NC1=NN2C(C(=N1)OC)=C(C(=C2)F)C=2C=CC1=C(N(N=N1)C(CF)CF)C2)F (R)-N-(4,4-difluoro-1-(oxetan-3-yl)pyrrolidin-3-yl)-5-(1-(1,3-difluoropropan-2-yl)-1H-benzo[d][1,2,3]triazol-6-yl)-6-fluoro-4-methoxypyrrolo[2,1-f][1,2,4]triazin-2-amine